O1C(=NCC1)C=1OCCN1.[Ru+2] ruthenium(II) bioxazoline